BrC=1C=C2C(=CNC2=CC1)/C(=C/C=1C=C(C#N)C=CC1N(C)C)/C#N (Z)-3-(2-(5-bromo-1H-indol-3-yl)-2-cyanovinyl)-4-(dimethylamino)benzonitrile